2-Chloro-N-(2-{4-[(4-cyanopyridin-3-yl)oxy]piperidin-1-yl}-2-[4-(difluoromethyl)-1,3-thiazol-5-yl]ethyl)-6-fluorobenzamide ClC1=C(C(=O)NCC(C2=C(N=CS2)C(F)F)N2CCC(CC2)OC=2C=NC=CC2C#N)C(=CC=C1)F